COC1=C(C2=CC=CC=C2C=C1)C(=O)P(C1=CC2=CC=CC=C2C=C1)(C(=O)C1=C(C=CC2=CC=CC=C12)OC)=O bis-(2-methoxy-1-naphthoyl)-2-naphthylphosphine oxide